4,3,5-triazine C1=CN=NN=C1